COC=1C=C2C(=CC=NC2=CC1OC)OCC1CCS(CC1)(=N)=O (1r,4r)-4-(((6,7-dimethoxyquinolin-4-yl)oxy)methyl)-1-iminohexahydro-1λ6-thiopyran 1-oxide